(S)-2-((2-(4-cyanophenyl)propyl)amino)-N-(6-methyl-5-(1-methyl-1H-pyrazol-4-yl)pyridin-2-yl)-2-phenylacetamide C(#N)C1=CC=C(C=C1)C(CN[C@H](C(=O)NC1=NC(=C(C=C1)C=1C=NN(C1)C)C)C1=CC=CC=C1)C